CNS(=O)(=O)C1=CC=C(C=C1)NC=C1C(NC2=CC=CC=C12)=O N-Methyl-4-{[(2-oxo-1,2-dihydro-3H-indol-3-ylidene)methyl]amino}benzenesulfonamide